Cl.C(C)OC(C1=C(C=C(C=C1)Br)F)=O.CO[Si](C(C=C)C)(C)C methoxydimethyl-(1-methyl-2-propen-1-yl)silane ethyl-4-bromo-2-fluoro-benzoate hydrochloride